4,4'-bis(methoxy)trityl chloride COC1=CC=C(C(C2=CC=C(C=C2)OC)(C2=CC=CC=C2)Cl)C=C1